O=C([C@H](C[C@H]1C(NCC1)=O)NC(=O)[C@H]1N([C@@H]2CC[C@H]1C2)C(C(NCC(F)(F)F)=O)=O)COC(F)(F)F (1R,3S,4S)-N-((S)-3-oxo-1-((S)-2-oxopyrrolidin-3-yl)-4-(trifluoromethoxy)butan-2-yl)-2-(2-oxo-2-((2,2,2-trifluoroethyl)amino)acetyl)-2-azabicyclo[2.2.1]heptane-3-carboxamide